OC1=C(C=C(C=C1S(=O)(=O)O)O)CS(=O)(=O)CC1=CC(=C(C(=O)O)C=C1O)O 4-((2,5-dihydroxy-3-sulfophenyl)methylsulfonylmethyl)-2,5-dihydroxybenzoic acid